benzyl (3R)-3-(1-amino-2,2,2-trifluoroethyl)pyrrolidine-1-carboxylate NC(C(F)(F)F)[C@H]1CN(CC1)C(=O)OCC1=CC=CC=C1